C1(CCCCC1)CCCC(=O)[O-].[Mn+2].C1(CCCCC1)CCCC(=O)[O-] manganese(II) cyclohexanebutyrate